C(C)(C)OC=1C=CC=C(C#N)C1 5-isopropoxybenzonitrile